C(C1=CC=CC=C1)N1C=CC2=CC=C(C=C12)C=1C(=CC(N(C1)C)=O)OCC 5-(1-benzyl-1H-indol-6-yl)-4-ethoxy-1-methylpyridin-2(1H)-one